CC1=CC(=C(C(=O)N)C=C1C)N 4,5-dimethyl-ortho-aminobenzamide